benzyl (S)-5-(hydroxymethyl)-6-azaspiro[2.5]octane-6-carboxylate OC[C@@H]1CC2(CC2)CCN1C(=O)OCC1=CC=CC=C1